2-(4-chloro-1-isopropyl-1H-pyrazol-5-yl)-4-(4-(5-ethoxy-3-(trifluoromethyl)-1H-pyrazol-1-yl)benzyl)-6,7-dihydropyrazolo[1,5-a]pyrimidin-5(4H)-one ClC=1C=NN(C1C1=NN2C(N(C(CC2)=O)CC2=CC=C(C=C2)N2N=C(C=C2OCC)C(F)(F)F)=C1)C(C)C